ethyl 2-cyano-3-(4-((5-fluoro-2-methoxybenzamido)methyl) phenyl)-3-hydroxyacrylate C(#N)C(C(=O)OCC)=C(O)C1=CC=C(C=C1)CNC(C1=C(C=CC(=C1)F)OC)=O